3-[5-[[2-[5-[(4,6-difluoro-1H-indol-5-yl)oxy]-2-fluoro-phenyl]-1H-imidazol-5-yl]methyl]-2-thienyl]propanoic acid FC1=C2C=CNC2=CC(=C1OC=1C=CC(=C(C1)C=1NC(=CN1)CC1=CC=C(S1)CCC(=O)O)F)F